C(C(C)C)OC1=CC=C(C=N1)C=1C=C2CC(C(C2=CC1)NC(O[C@@H]1CN2CCC1CC2)=O)(C)C (S)-quinuclidin-3-yl (5-(6-isobutoxypyridin-3-yl)-2,2-dimethyl-2,3-dihydro-1H-inden-1-yl)carbamat